BrC=1C=CC2=C(C3NC(N(C(O2)(C3)C)C3=CC(=CC=C3)C(=O)N3CC2=CC=CC(=C2CC3)F)=O)C1 8-Bromo-3-(3-(5-fluoro-1,2,3,4-tetrahydroisoquinoline-2-carbonyl)phenyl)-2-methyl-5,6-dihydro-2H-2,6-methanobenzo[g][1,3,5]oxadiazocin-4(3H)-one